IC1=CN=NN1C 5-iodo-1-methyl-[1,2,3]triazole